5-(phenylsulfonyl)-N-4-piperidinyl-2-(trifluoromethyl)benzenesulfonamide hydrochloride Cl.C1(=CC=CC=C1)S(=O)(=O)C=1C=CC(=C(C1)S(=O)(=O)NC1CCNCC1)C(F)(F)F